C(C)N1N=CC=2C1=NC(=CC2)NC2=NC=C(C(=C2)N2C[C@H](CCC2)O)C=2C=NN(C2)C(C)C (S)-1-(2-((1-ethyl-1H-pyrazolo[3,4-b]pyridin-6-yl)amino)-5-(1-isopropyl-1H-pyrazol-4-yl)pyridin-4-yl)piperidin-3-ol